N-{bicyclo[2.1.1]hexan-1-yl}-7-chloro-1-methylpyrrolo[2,3-c]pyridine-2-carboxamide C12(CCC(C1)C2)NC(=O)C2=CC=1C(=C(N=CC1)Cl)N2C